7-bromo-3-isopropyl-6-methyl-pyrazolo[5,1-b]thiazole-2-carboxylic acid BrC=1C(=NN2C1SC(=C2C(C)C)C(=O)O)C